CC1=C(C=C(C(=C1)O)C(C)(C)C)C(CC(C)C1=C(C=C(C(=C1)C(C)(C)C)O)C)C1=C(C=C(C(=C1)C(C)(C)C)O)C 1,1,3-tris-(2'-methyl-4'-hydroxy-5'-tert-butylphenyl)-butane